2-(tert-butylamino)-1-(4-nitrophenyl)ethanol C(C)(C)(C)NCC(O)C1=CC=C(C=C1)[N+](=O)[O-]